CNC=1C=C(C=CC1)CO (3-(methylamino)phenyl)methanol